N-(6-((6-(5-chloro-2-fluorophenyl)-3-methylpyridazin-4-yl)amino)pyrimidin-4-yl)-3-((3S,5R)-3,5-dimethylpiperazin-1-yl)propenamide ClC=1C=CC(=C(C1)C1=CC(=C(N=N1)C)NC1=CC(=NC=N1)NC(C=CN1C[C@@H](N[C@@H](C1)C)C)=O)F